C(C)[O-].[K+] Kalium ethanolat